ClC=1C=CC(=C(C1)C1=CC(=C(N=N1)OCC1=CC(=CC=C1)O)NC1=CC(=NC=C1)NC(=O)C1CC(C1)N1CCN(CC1)C)F N-(4-{[6-(5-chloro-2-fluorophenyl)-3-[(3-hydroxy-phenyl)methoxy]pyridazin-4-yl]amino}pyridin-2-yl)-3-(4-methylpiperazin-1-yl)cyclobutane-1-carboxamide